tert-butyl-N-(tert-butoxycarbonyl)-N-methyl-O-phenyl-D-homoserine C(C)(C)(C)[C@@](N(C)C(=O)OC(C)(C)C)(CCOC1=CC=CC=C1)C(=O)O